O=C1OC(CN1C1=NC2=C(OCC(N2)=O)N=C1)CCCNC1CC=2C=CC=C(C2C1)C#N 2-[3-[2-oxo-3-(3-oxo-4H-pyrazino[2,3-b][1,4]oxazin-6-yl)-1,3-oxazolidin-5-yl]propylamino]-2,3-dihydro-1H-indene-4-carbonitrile